(Z)-1-(1,2-diphenylethylidene)-2-phenylhydrazine C1(=CC=CC=C1)\C(\CC1=CC=CC=C1)=N/NC1=CC=CC=C1